(4-(aminomethyl)-1H-pyrazol-1-yl)-5-tert-butyl-5-oxopentanoic acid NCC=1C=NN(C1)C(C(=O)O)CCC(=O)C(C)(C)C